CC1(C(CCC1)=O)C(=O)OC methyl 1-methyl-2-oxocyclopentaneformate